ClC1=CC=C(CC(C(CCC2=CC(=C(C=C2)O)OC)=O)C(CCC2=CC(=C(C=C2)O)OC)=O)C=C1 4-(4-chlorobenzyl)-1,7-bis(4-hydroxy-3-methoxyphenyl)heptane-3,5-dione